N-(2-chloro-5-(4-(piperidin-4-ylamino)pyrido[3,2-d]pyrimidin-6-yl)pyridin-3-yl)-2,4-difluorobenzenesulfonamide ClC1=NC=C(C=C1NS(=O)(=O)C1=C(C=C(C=C1)F)F)C=1C=CC=2N=CN=C(C2N1)NC1CCNCC1